decanedioate C(CCCCCCCCC(=O)[O-])(=O)[O-]